CN(CCCOC=1C=C(CO)C=CC1)C 3-[3-(dimethylamino)propoxy]benzyl alcohol